F[C@@H]1[C@H]2CC[C@@H](C[C@@H]1N(C1=CN=C(N=N1)C1=C(C=C(C=C1)C1=CC(N(C=C1)C)=O)O)C)N2 4-[4-(6-[[(1R,2R,3S,5S)-2-fluoro-8-azabicyclo[3.2.1]oct-3-yl](methyl)amino]-1,2,4-triazin-3-yl)-3-hydroxyphenyl]-1-methylpyridin-2-one